3,4-dichlorocoumarin ClC=1C(OC2=CC=CC=C2C1Cl)=O